N12N=CC=3C=CC4=NC=NC(N=CC1)=C4C23 1,2,8,10,12-pentaazatetracyclo[9.3.2.04,15.07,16]Hexadecene-2,4(15),5,7(8),9,11(16)-hexaene